The molecule is a selenocysteinate(1-). It is a conjugate base of a D-selenocysteine. It is a conjugate acid of a D-selenocysteinate(2-). It is an enantiomer of a L-selenocysteinate(1-). C([C@H](C(=O)[O-])N)[Se]